methyl 5-(2-bromopyrazolo[5,1-b]thiazole-7-carboxamido)-4-methylthiophene-2-carboxylate BrC1=CN2C(S1)=C(C=N2)C(=O)NC2=C(C=C(S2)C(=O)OC)C